N-(3-chloro-4-(4-(morpholine-4-carbonyl)piperidine-1-carbonyl)phenyl)-5-(4-(cyanomethoxy)-2,3-difluorophenyl)-1-methyl-1H-imidazole-2-carboxamide ClC=1C=C(C=CC1C(=O)N1CCC(CC1)C(=O)N1CCOCC1)NC(=O)C=1N(C(=CN1)C1=C(C(=C(C=C1)OCC#N)F)F)C